1-[4-fluoro-2-(2,2,2-trifluoroethoxy)phenyl]-N-[4-(1,1,1,3,3,3-hexafluoro-2-hydroxypropan-2-yl)phenyl]-2-oxo-1,2-dihydropyridine-3-carboxamide FC1=CC(=C(C=C1)N1C(C(=CC=C1)C(=O)NC1=CC=C(C=C1)C(C(F)(F)F)(C(F)(F)F)O)=O)OCC(F)(F)F